N'-(oxetan-3-yl)tert-butoxycarbohydrazide O1CC(C1)N(NOC(C)(C)C)C(=O)NN